CN(C1=CC=C(C=C1)C=1OC2=CC(=C(C=C2C(C1O)=O)OC)OC)C 2-[4-(Dimethylamino)phenyl]-3-hydroxy-6,7-dimethoxy-4H-chromen-4-one